FC=1C(=CC2=C(C(C(O2)=O)(C)C)C1)CC(=O)O 2-(5-fluoro-3,3-dimethyl-2-oxo-benzofuran-6-yl)acetic acid